ClC1=CC=C(C=C1)C=1N=C2N(C=CC=C2)C1CN1CC2COCC(C1)N2C(=O)NC(C)C 7-{[2-(4-chlorophenyl)imidazo[1,2-a]pyridin-3-yl]methyl}-N-isopropyl-3-oxa-7,9-diazabicyclo[3.3.1]nonane-9-carboxamide